2-(2-methoxy ethoxy)ethyl carbonochloridate C(OCCOCCOC)(=O)Cl